N1(CCCCC1)CCCN1C(=NC=2C1=CC=1N=CC(NC1C2)=O)C2=CC=C(C=C2)C2=CC=NC=C2 1-(3-(piperidin-1-yl)propyl)-2-(4-(pyridin-4-yl)phenyl)-1H-imidazo[4,5-g]quinoxalin-6(5H)-one